2-(2-fluorophenyl)-N-{4-[4-(2-hydroxypropan-2-yl)-1H-pyrazol-1-yl]-3-sulfamoylphenyl}acetamide lithium difluoro(methylmalonate) borate B([O-])(O)O.FC(C(C(=O)O)C(=O)O)F.[Li+].FC1=C(C=CC=C1)CC(=O)NC1=CC(=C(C=C1)N1N=CC(=C1)C(C)(C)O)S(N)(=O)=O